N-(4-methoxybenzyl)-2-(trifluoromethyl)acrylamide COC1=CC=C(CNC(C(=C)C(F)(F)F)=O)C=C1